(2-amino-1,1'-Biphenyl-2-yl)palladium NC1(C(=CC=CC1)C1=CC=CC=C1)[Pd]